(2R)-2-[(2S)-4-(2-chloro-5-cyano-3-{[8-cyano-4-(ethylamino)pyrazolo[1,5-a][1,3,5]triazin-2-yl]amino}phenyl)-2-methylpiperazin-1-yl]propanamide ClC1=C(C=C(C=C1NC1=NC=2N(C(=N1)NCC)N=CC2C#N)C#N)N2C[C@@H](N(CC2)[C@@H](C(=O)N)C)C